O1CCCN2N=C3C=CC(=CC3=C21)C=2N=C1N(C(C2C)=O)C=C(C=C1[C@@H](C)NC1=C(C(=O)O)C=CC=C1)C (R)-2-((1-(2-(3,4-dihydro-2H-[1,3]oxazino[3,2-b]indazol-9-yl)-3,7-dimethyl-4-oxo-4H-pyrido[1,2-a]pyrimidin-9-yl)ethyl)amino)benzoic acid